O=C1NC(CCC1N1C(C2=CC=C(C=C2C1)NS(=O)(=O)C1=C(C=CC=C1)C(F)(F)F)=O)=O N-(2-(2,6-dioxopiperidin-3-yl)-1-oxoisoindolin-5-yl)-2-(trifluoromethyl)benzenesulfonamide